(3-ethyl-1-methyl-1H-pyrazol-5-yl)boronic acid C(C)C1=NN(C(=C1)B(O)O)C